[Li].[K].[Li] lithium-potassium-lithium